FS(=O)(=O)C1=C(C=CC=2N(C(N(C21)C)=O)C2C(N(C(CC2)=O)CC2=CC=C(C=C2)OC)=O)C2CCN(CC2)C(=O)OC(C)(C)C tert-butyl 4-(4-(fluorosulfonyl)-1-(1-(4-methoxybenzyl)-2,6-dioxopiperidin-3-yl)-3-methyl-2-oxo-2,3-dihydro-1H-benzo[d]imidazol-5-yl)piperidine-1-carboxylate